(2R,3S)-2-(2,4-difluorophenyl)-3-(5-fluoropyrimidin-4-yl)-1-(1H-1,2,4-triazol-1-yl)-butan-2-ol FC1=C(C=CC(=C1)F)[C@@](CN1N=CN=C1)([C@@H](C)C1=NC=NC=C1F)O